C1(=CC=CC=C1)C=1SC=C(N1)C12CC(C1)(C2)N 3-(2-phenylthiazol-4-yl)bicyclo[1.1.1]pentan-1-amine